(E)-4-((tetrahydro-2H-pyran-2-yl)oxy)but-2-en-1-yl (2-(2-(2-(((4-nitrophenoxy)carbonyl)oxy)ethoxy)ethoxy)ethyl)carbamate [N+](=O)([O-])C1=CC=C(OC(=O)OCCOCCOCCNC(OC\C=C\COC2OCCCC2)=O)C=C1